NC1=C(C=C(C=C1)C1=CC(=C(C=C1)N)C(=O)[O-])C(=O)[O-] 4,4'-diamino-1,1'-biphenyl-3,3'-dicarboxylate